OC[C@@H](C1=NC(=NO1)C1=CC=C(C=C1)C(F)(F)F)NC(C1=CC=C(C=C1)OC1=CC=CC=C1)=O N-[(1S)-2-hydroxy-1-{3-[4-(trifluoromethyl)phenyl]-1,2,4-oxadiazol-5-yl}ethyl]-4-phenoxybenzamide